(2E,4Z,6E,8E)-3,5,7-trimethyl-2,4,6,8-undecatetraene C\C(=C/C)\C=C(/C=C(/C=C/CC)\C)\C